C1(CC1)C1=CC=C(C=N1)C1=CC=2C3=C(C=NC2C=C1)N(C(N3[C@@H]3C(CN(CC3)C)(F)F)=O)C (S)-8-(6-cyclopropylpyridin-3-yl)-1-(3,3-difluoro-1-methylpiperidin-4-yl)-3-methyl-1,3-dihydro-2H-imidazo[4,5-c]quinolin-2-one